ClC=1C=C2N=C(C=3N(C2=CC1C(N([C@@H]1COC2=C1C=CC(=C2)C(F)(F)F)C)=O)C=NC3)NC(OC(C)(C)C)=O tert-butyl (S)-(7-chloro-8-(methyl(6-(trifluoromethyl)-2,3-dihydrobenzofuran-3-yl)carbamoyl)imidazo[1,5-a]quinoxalin-4-yl)carbamate